IC=1C=CC=C2CC[C@H]([C@H](C12)NC([O-])=O)NC([O-])=O (1S,2R)-8-Iodo-1,2,3,4-tetrahydronaphthalin-1,2-diyl-dicarbamat